Ethyl 4-(5-methoxybenzo[1,2-b:4,3-b']dithiophen-2-yl)-4-oxobutanoate COC1=CC=2SC(=CC2C2=C1SC=C2)C(CCC(=O)OCC)=O